3-[3-Methyl-4-[3-[(2S)-2-(methylaminomethyl)morpholin-4-yl]propyl]-2-oxo-benzimidazol-1-yl]piperidine-2,6-dione CN1C(N(C2=C1C(=CC=C2)CCCN2C[C@@H](OCC2)CNC)C2C(NC(CC2)=O)=O)=O